2,2'-azobis(dimethyl 2-Methylpropionate) N(=NC(C(=O)[O-])(C(C)C)C)C(C(=O)[O-])(C(C)C)C